FC1=CC=C2C(=CNC(C2=C1F)=O)C(C)N(C(=O)C1NC2=CC(=CC(=C2C1)F)F)C N-(1-(7,8-Difluoro-1-oxo-1,2-dihydroisoquinolin-4-yl)ethyl)-4,6-difluoro-N-methylindoline-2-carboxamide